(R)-3-Hydroxy-3-(3-(6-(2-((1-(2-methoxyethyl)-1H-pyrazol-3-yl)amino)pyrimidin-4-yl)pyridin-2-yl)isoxazol-5-yl)-1-methylpyrrolidin-2-one O[C@@]1(C(N(CC1)C)=O)C1=CC(=NO1)C1=NC(=CC=C1)C1=NC(=NC=C1)NC1=NN(C=C1)CCOC